C12(C3=CCCC3C(CC1)C2)CC(C(=O)OCCO)=C ethylene glycol tricyclo[5.2.1.02,6]decenemethacrylate